λ6-sulfanone dihydrochloride Cl.Cl.[SH4]=O